tert-butyl (R)-3-((5-bromo-4-fluoro-2-nitrophenyl)amino)pyrrolidine-1-carboxylate BrC=1C(=CC(=C(C1)N[C@H]1CN(CC1)C(=O)OC(C)(C)C)[N+](=O)[O-])F